N1=C(C=CC=C1)CS(=O)(=O)NC1=C(C(=C(C=C1F)OC1=NC=CC=C1C1=NC(=NC=C1)N[C@@H]1CNC[C@H](C1)F)F)F 1-(2-pyridyl)-N-[2,3,6-trifluoro-4-[[3-[2-[[(3S,5S)-5-fluoro-3-piperidyl]amino]pyrimidin-4-yl]-2-pyridyl]oxy]phenyl]methanesulfonamide